P(=O)(O)(O)O.OCC(=O)[C@H](O)[C@H](O)CO Ribulose Phosphate